5-[[2-[(2S,5R)-2-[(1S,3S)-3-hydroxycyclohexyl]-5-methyl-1-piperidyl]-2-oxo-acetyl]amino]pyridine-3-carboxamide O[C@@H]1C[C@H](CCC1)[C@H]1N(C[C@@H](CC1)C)C(C(=O)NC=1C=C(C=NC1)C(=O)N)=O